C(C(O)C)(=O)[O-].[Li+] (+)-lithium lactate